C(C)(C)(C)OC(=O)N1C(C2=C(CC1)N=C(N2)C2=C(C=C(C(=C2)C(=O)N2CCC(CC2)C2=CC=C(C=C2)C#N)C)C)C 2-(5-(4-(4-cyanophenyl)piperidine-1-carbonyl)-2,4-dimethylphenyl)-4-methyl-6,7-dihydro-3H-imidazo[4,5-c]pyridine-5(4H)-carboxylic acid tert-butyl ester